sodium (2S,5R)-7-oxo-N'-(pyridin-3-ylcarbonyl)-6-(sulfooxy)-1,6-diazabicyclo[3.2.1]-octane-2-carbohydrazide O=C1N([C@@H]2CC[C@H](N1C2)C(=O)NNC(=O)C=2C=NC=CC2)OS(=O)(=O)O.[Na]